(E)-3-(3-cyano-1H-indazol-6-yl)-N-(2,3-dihydro-1H-inden-1-yl)acrylamide C(#N)C1=NNC2=CC(=CC=C12)/C=C/C(=O)NC1CCC2=CC=CC=C12